4-((1S,3R)-6-(1-ethyl-1H-pyrazol-4-yl)-2-(2-fluoro-2-methylpropyl)-3-methyl-1,2,3,4-tetrahydroisoquinolin-1-yl)-3,5-difluorophenol C(C)N1N=CC(=C1)C=1C=C2C[C@H](N([C@@H](C2=CC1)C1=C(C=C(C=C1F)O)F)CC(C)(C)F)C